FC1(CN(C1)CC1=NC=CC(=C1)C1CN(CCC1(F)F)C(=O)OC(C)(C)C)F tert-butyl 3-(2-((3,3-difluoroazetidin-1-yl)methyl)pyridin-4-yl)-4,4-difluoropiperidine-1-carboxylate